5-formylthiophene-3-boronic acid C(=O)C1=CC(=CS1)B(O)O